HEXYL ISOCYANIDE C(CCCCC)[N+]#[C-]